C(C)N(CC(CO)O)C(CO)C 3-[ethyl(2-hydroxy-1-methylethyl)amino]-1,2-propanediol